ClC=1C=C(C2=C(N=C(S2)NC(=O)C2(CCCCCC2)C)C1)Cl N-(5,7-dichloro-1,3-benzothiazol-2-yl)-1-methylcycloheptane-1-carboxamide